methyl 3-(3-((tert-butoxycarbonyl) amino)-propyl)-2-thiophenecarboxylate C(C)(C)(C)OC(=O)NCCCC1=C(SC=C1)C(=O)OC